CN(\N=C\C=1C=C(C(=C(C1)O)O)O)C1=NC=CC=N1 (E)-5-((2-methyl-2-(pyrimidin-2-yl)hydrazono)methyl)benzene-1,2,3-triol